carbon chromium manganese nickel [Ni].[Mn].[Cr].[C]